C(C1=CC=CC=C1)S(=O)(=O)C([N+]#[C-])[N+]#[C-] toluenesulfonylmethylene isonitrile